5-(2,3-dihydro-1H-imidazo[1,2-b]pyrazol-7-yl)-1-(4-methoxybenzyl)-3-methyl-1H-pyrazol-4-amine N1CCN2N=CC(=C21)C2=C(C(=NN2CC2=CC=C(C=C2)OC)C)N